N1(C=NC=C1)NC(OC(COC1=CC=C(C=C1)OC)C(C)(C)C)=S O-[1-(4-methoxyphenoxy)-3,3-dimethylbut-2-yl] 1H-imidazole-1-thiocarbamate